FC1=C(OC2CCN(CC2)C=2N=C3C(=NC2C=2C=NN(C2)C)C=NC(=C3)C3CNC(O3)=O)C=CC(=C1)F 5-(2-(4-(2,4-difluorophenoxy)piperidin-1-yl)-3-(1-methyl-1H-pyrazol-4-yl)pyrido[3,4-b]pyrazin-7-yl)oxazolidin-2-one